(1S,3S)-3-((2-methyl-6-(1-methyl-5-(((pentan-2-yloxy)carbonyl)amino)-1H-1,2,3-triazol-4-yl)pyridin-3-yl)oxy)cyclohexane-1-carboxylic acid CC1=NC(=CC=C1O[C@@H]1C[C@H](CCC1)C(=O)O)C=1N=NN(C1NC(=O)OC(C)CCC)C